FC1(CN(CC1)C1=NC=CC(=C1NC(=O)C=1N=COC1)C1=C(C=CC=C1)F)F N-(2-(3,3-difluoropyrrolidin-1-yl)-4-(2-fluoro-phenyl)pyridin-3-yl)-oxazole-4-carboxamide